NC(CSCCOC1=C(C(=O)N)C=C(C(=C1)C(=O)N)OCCSCC(C(NN)=O)N)C(=O)NN 2,5-bis(2-(2-amino-3-hydrazino-3-oxopropyl)thioethoxy)terephthalamide